C(#N)CN1C=C(C=C1B1OC(C(O1)(C)C)(C)C)C(=O)OC methyl 1-(cyanomethyl)-5-(4,4,5,5-tetramethyl-1,3,2-dioxaborolan-2-yl)-1H-pyrrole-3-carboxylate